BENZO[C][2,6]NAPHThYRIDINE C1=C2C3=C(N=CC2=CC=N1)C=CC=C3